NC1=NC(N(C=C1)[C@@H]1O[C@@H]([C@H](C1(F)F)O[Si](C)(C)C(C)(C)C)CO)=O 4-amino-1-((2R,4R,5R)-4-((tert-butyldimethylsilyl)oxy)-3,3-difluoro-5-(hydroxymethyl)tetrahydrofuran-2-yl)pyrimidin-2(1H)-one